FC(C1=CC(=CC=C1)C(F)(F)F)(F)F m-bis(trifluoromethyl)benzene